CC(C(OCCCCOP(OCCCCOC(C(C)(C)C)=S)N(C(C)C)C(C)C)=S)(C)C.C(C1=CC=CC=C1)[N+](=CC1=C(C=CC=C1Cl)Cl)[O-] N-benzyl-alpha-(2,6-dichlorophenyl)nitrone ((((diisopropylamino)phosphanediyl) bis(oxy))bis(butane-4,1-diyl)) bis(2,2-dimethylpropanethioate)